C(C)(C)(C)OC(=O)N1C2CC(C1)(C2)CN(C)C(=O)OCC2=CC=CC=C2.C(C)(=O)N[C@H]2[C@H](CC[C@H](C2)NC(C)(C)C)N2C(CCC2)=O (S)-1-((1S,2R,4R)-2-Acetamido-4-(tert-butylamino)cyclohexyl)-2-oxopyrrolidin tert-butyl-4-((((benzyloxy)carbonyl)(methyl)amino)methyl)-2-azabicyclo[2.1.1]hexane-2-carboxylate